BrC1=C(C=C(C(=C1)O)O)C=CC(C=CC1=C(C=C(C(=C1)O)O)Br)=O 1,5-bis(2-bromo-4,5-dihydroxyphenyl)penta-1,4-dien-3-one